Z-hydroxypropane OCCC